5-(isoindolin-2-yl)-N-(4-methoxyphenyl)-7-(1H-pyrazol-4-yl)pyrazolo[1,5-a]pyrimidine-2-carboxamide C1N(CC2=CC=CC=C12)C1=NC=2N(C(=C1)C=1C=NNC1)N=C(C2)C(=O)NC2=CC=C(C=C2)OC